O=C1NC(CCC1C1=NN(C2=C(C=CC=C12)N1CCN(CC1)C[C@@H]1C(CN(CC1)C(=O)OC(C)(C)C)(C)C)C)=O tert-butyl (4S)-4-((4-(3-(2,6-dioxopiperidin-3-yl)-1-methyl-1H-indazol-7-yl)piperazin-1-yl)methyl)-3,3-dimethylpiperidine-1-carboxylate